ClC=1C=C(C(=O)O)C=CC1OCCN1CCOCC1 3-chloro-4-(2-morpholinoethoxy)benzoic acid